2-fluoro-6-methyl-3-nitropyridine FC1=NC(=CC=C1[N+](=O)[O-])C